N[C@H](C(=O)N1CCN(CC1)C1=C(C=C(C=C1)F)F)CN1CCCCC1 (S)-2-Amino-1-(4-(2,4-difluorophenyl)piperazin-1-yl)-3-(piperidin-1-yl)propan-1-one